F\C=C/1\[C@@](CN(CC1)C)(C(=O)OC)C methyl (S,E)-4-(fluoromethylene)-1,3-dimethylpiperidine-3-carboxylate